FC(C)(F)C1=NC(=NC=C1)N1N=C(C=2C=NC(=CC21)CC(=O)N)I (1-(4-(1,1-difluoroethyl)pyrimidin-2-yl)-3-iodo-1H-pyrazolo[4,3-c]pyridin-6-yl)acetamide